C1=C(C=CC2=CC=CC=C12)NC1=CC=C(C=C1)NC1=CC2=CC=CC=C2C=C1 dibeta-naphthyl-p-phenylenediamine